FCCCN1C[C@H](CC1)OC1=CC=CC=C1 (3S)-1-(3-Fluoropropyl)-3-phenoxypyrrolidin